5-tert-butyl-N-[(3,3-difluoro-4-piperidinyl)methyl]-1,2,4-oxadiazole-3-carboxamide hydrochloride Cl.C(C)(C)(C)C1=NC(=NO1)C(=O)NCC1C(CNCC1)(F)F